C1(=CC=CC=C1)C1=C2C=CC=CC2=C(C2=CC=CC=C12)C1=CC=C(C=C1)C1(C(C=CC=C1)C1=CC=C(C=C1)C=1C2=CC=CC=C2C(=C2C=CC=CC12)C1=CC=CC=C1)C1=CC=CC2=CC3=CC=CC=C3C=C12 1,2-bis-(4-(10-phenylanthracen-9-yl)phenyl)-1H-phenylanthracene